(S)-2,3,4,5-tetrahydropyridine-2,6-dicarboxylate N=1[C@@H](CCCC1C(=O)[O-])C(=O)[O-]